C(C)(C)(C)N(C(O)=O)CCOC1=CC(=CC(=C1)F)CBr.C(C)(C)N1CC(N(CC1)C1CC2(CN(C2)C2=CC=C(C(=O)N)C=C2)C1)C1=C(C=CC=C1)C(C)C 4-(6-(4-isopropyl-2-(2-isopropylphenyl)piperazin-1-yl)-2-azaspiro[3.3]heptan-2-yl)benzamide tert-butyl-(2-(3-(bromomethyl)-5-fluorophenoxy)ethyl)carbamate